C1NCC12CCC(CC2)CN2CCC(CC2)N2NCC1=CC(=C(C=C21)OC)C2(NC(=CC=C2)C(F)(F)F)C(=O)N 2-(1-(((2-azaspiro[3.5]non-7-yl)methyl)piperidin-4-yl)-6-methoxy-2H-indazol-5-yl)-6-(trifluoromethyl)pyridinecarboxamide